5-methyl-N-(4-(morpholinomethyl)-6-(3-nitrophenyl)pyridin-2-yl)thiazol-2-amine CC1=CN=C(S1)NC1=NC(=CC(=C1)CN1CCOCC1)C1=CC(=CC=C1)[N+](=O)[O-]